CC1(OB(OC1(C)C)C1=CC=C(C(=O)NCC(F)(F)F)C=C1)C 4-(4,4,5,5-tetramethyl-1,3,2-dioxaborolan-2-yl)-N-(2,2,2-trifluoroethyl)benzamide